1-bis(diphenylphosphino)amino-4-n-dodecylcyclohexane C1(=CC=CC=C1)P(C1=CC=CC=C1)N(C1CCC(CC1)CCCCCCCCCCCC)P(C1=CC=CC=C1)C1=CC=CC=C1